OC1=C(C=CC=C1)CC 1-(2-hydroxyphenyl)ethane